6-(2,6-difluoro-4-(2-methyl-2H-indazol-5-yl)benzyl)-3-(methoxy-d3)-6,7-dihydro-5H-pyrrolo[3,4-b]pyridin-5-one-7,7-d2 FC1=C(CN2C(C3=NC=C(C=C3C2=O)OC([2H])([2H])[2H])([2H])[2H])C(=CC(=C1)C1=CC2=CN(N=C2C=C1)C)F